(5-(5-Fluoro-6-methylpyridin-3-yl)-1-propionyl-4,5-dihydro-1H-pyrazol-3-yl)-4-methylthiophene FC=1C=C(C=NC1C)C1CC(=NN1C(CC)=O)C=1SC=C(C1)C